B(F)(F)F.FC=1C=C(C[K])C=CC1F (3,4-difluorobenzyl)potassium trifluoroborate